mercaPtopropyltriethoxysilane SCCC[Si](OCC)(OCC)OCC